methyl 4-benzylcyclohex-3-ene-1-carboxylate C(C1=CC=CC=C1)C1=CCC(CC1)C(=O)OC